tert-butyl 2-[[6-[(3,6-dichloro-5-cyano-2-pyridyl)amino]-3-(2-methoxy-2-oxo-ethoxy)-2-oxo-1-quinolyl]methyl]morpholine-4-carboxylate ClC=1C(=NC(=C(C1)C#N)Cl)NC=1C=C2C=C(C(N(C2=CC1)CC1CN(CCO1)C(=O)OC(C)(C)C)=O)OCC(=O)OC